C[C@H]1N([C@@H](CN(C1)C=1N=CC2=C(N1)C(=NC=N2)NC2=CC(=C(C=C2)OC2=CC1=C(N(N=N1)C)C=C2)C)C)C(C=C)=O 1-((2R,6R)-2,6-dimethyl-4-(8-((3-methyl-4-((1-methyl-1H-benzo[d][1,2,3]triazol-5-yl)oxy)phenyl)amino)pyrimido[5,4-d]pyrimidin-2-yl)piperazin-1-yl)prop-2-en-1-one